CC(CC=O)CCC(CCCCCCC)C 3,6-dimethyltridecanal